C(#N)N=C(NCCCCCN1CCN(CC1)C=1OC=CC1C1OCCC1)NC1=CC=NC=C1 2-cyano-1-(5-(1-(2-tetrahydrofurylfuryl)piperazine-4-yl)pentyl)-3-(4-pyridinyl)guanidine